Ethyl (E,Z)-2,4-decadienoate C(\C=C\C=C/CCCCC)(=O)OCC